C1(CC1)C1=NC(=C2N1CCN(C2)C(C)=O)C=2C(=C1C(=NN(C1=CC2)C)C=2C=NN(C2)C)F 1-(3-cyclopropyl-1-(4-fluoro-1-methyl-3-(1-methyl-1H-pyrazol-4-yl)-1H-indazol-5-yl)-5,6-dihydroimidazo[1,5-a]pyrazin-7(8H)-yl)ethan-1-one